OC1=C(C=C(C=CC(=O)O)C=C1)OC.OC1=C(C=C(C=CC(=O)O)C=C1)OC 4-hydroxy-3-methoxycinnamic acid (4-hydroxy-3-methoxycinnamate)